ethyl 2-(4-chloro-7-methoxy-6-(1-methyl-2-oxo-1,2,3,4-tetrahydroquinolin-6-yl)-2H-indazol-2-yl)-2-((R)-6-fluoro-6,7-dihydro-5H-pyrrolo[1,2-c]imidazol-1-yl)acetate ClC=1C2=CN(N=C2C(=C(C1)C=1C=C2CCC(N(C2=CC1)C)=O)OC)C(C(=O)OCC)C1=C2N(C=N1)C[C@@H](C2)F